3,5-Difluoro-4-((7-methoxy-2-oxo-2,3-dihydro-1H-imidazo[4,5-c][1,8]naphthyridin-1-yl)methyl)benzoic acid FC=1C=C(C(=O)O)C=C(C1CN1C(NC=2C=NC=3N=C(C=CC3C21)OC)=O)F